2-[[4-(1-cyclopropylindazol-6-yl)-1-oxo-isoindolin-2-yl]methyl]prop-2-enenitrile C1(CC1)N1N=CC2=CC=C(C=C12)C1=C2CN(C(C2=CC=C1)=O)CC(C#N)=C